N-(2-((2-hydroxyethyl)(methyl)amino)-4-methoxy-5-(4-(3-methyl-2-oxo-2,3-dihydro-1H-benzo[d]imidazol-1-yl)pyrimidin-2-ylamino)phenyl)acrylamide OCCN(C1=C(C=C(C(=C1)OC)NC1=NC=CC(=N1)N1C(N(C2=C1C=CC=C2)C)=O)NC(C=C)=O)C